tert-butyl-(S)-8-(((R)-tert-butylsulfinyl)amino)spiro[bicyclo[4.2.0]octane-7,4'-piperidine] C(C)(C)(C)N1CCC2(CC1)C1CCCC[C@@H]1C2N[S@](=O)C(C)(C)C